7-bromo-4-(3,3-difluoropiperidin-1-yl)-6,8-difluoro-2-(((2R,7aS)-2-fluorotetrahydro-1H-pyrrolizin-7a(5H)-yl)methoxy)-5-methoxyquinazoline BrC1=C(C(=C2C(=NC(=NC2=C1F)OC[C@]12CCCN2C[C@@H](C1)F)N1CC(CCC1)(F)F)OC)F